4-(tert-butyl-(diphenyl)silyl)oxy-2-((4-methoxyphenyl)methoxy)butan-1-ol C(C)(C)(C)[Si](OCCC(CO)OCC1=CC=C(C=C1)OC)(C1=CC=CC=C1)C1=CC=CC=C1